(4-(5-fluoro-1H-indol-3-yl)thiophen-2-yl)-3-oxopropanoic acid methyl ester COC(C(C=O)C=1SC=C(C1)C1=CNC2=CC=C(C=C12)F)=O